C1(=CC=C(C=C1)OCCCCCCCC(C(=O)O)=C)C1=CC=CC=C1 7-([1,1'-biphenyl]-4-yloxy)heptylacrylic acid